N1=C(C=CC=C1)C#CC=1C=CC(=NC1)C1=NOC(=N1)C1N(C(CC1)(C)C)C 3-(5-(pyridin-2-ylethynyl)pyridin-2-yl)-5-(1,5,5-trimethylpyrrolidin-2-yl)-1,2,4-oxadiazole